2-Difluoromethyl-1-propyl-8-[1-(3-trifluoromethyl-benzyl)-1H-pyrazol-4-yl]-1,7-dihydro-purin-6-one FC(C=1N(C(C=2NC(=NC2N1)C=1C=NN(C1)CC1=CC(=CC=C1)C(F)(F)F)=O)CCC)F